NC=1C2=C(N=CN1)N1C(=C2C#CC2=C(C3=C(N(C(=N3)C)C)C=C2F)F)CN([C@@H](C1)C)C(CC)=O (R)-1-(4-amino-5-((4,6-difluoro-1,2-dimethyl-1H-benzo[d]imidazol-5-yl)ethynyl)-8-methyl-8,9-dihydropyrazino[1',2':1,5]pyrrolo[2,3-d]pyrimidin-7(6H)-yl)propan-1-one